N-(4-tert-butyl-3-chlorophenyl)-2-(4-(methoxymethyl)phenyl)-2-(((6-oxopyrimidin-1(6H)-yl)acetyl)amino)acetamide C(C)(C)(C)C1=C(C=C(C=C1)NC(C(NC(CN1C=NC=CC1=O)=O)C1=CC=C(C=C1)COC)=O)Cl